C1(CC1)COC1=NC(=NC(=C1)C)C1=CC(=C(C(=C1)F)N1CC(CC1)CC(=O)O)F {1-[4-(4-Cyclopropylmethoxy-6-methyl-pyrimidin-2-yl)-2,6-difluoro-phenyl]-pyrrolidine-3-yl}-acetic acid